COC(=O)N1C(/C(/CC1)=C/C#CC1=NC(=CC=C1)N)(C)C.ClC=1C(=C(C(=CC1)OCOC)C(C)=O)O 1-[3-chloro-2-hydroxy-6-(methoxymethoxy)phenyl]ethanone methyl-(3E)-3-[3-(6-aminopyridin-2-yl)prop-2-yn-1-ylidene]-2,2-dimethylpyrrolidine-1-carboxylate